N-(N-Methyl-O-[2-aminoethyl]hydroxylamino)-5-acetyl-α-neuraminic acid CN(N[C@@]1([C@H](C[C@@](C(O)=O)(O)O[C@H]1[C@H](O)[C@H](O)CO)O)C(C)=O)OCCN